FC1=C(C=C(C=C1)F)C#C\C=C/1\C(CN(CC1)C(=O)OCC)(C)C Ethyl (4E)-4-[3-(2,5-difluorophenyl)prop-2-yn-1-ylidene]-3,3-dimethylpiperidine-1-carboxylate